6-((5-(cyclopent-1-en-1-yl)-3-methyl-1-oxoisoindolin-2-yl)methyl)benzo[d]oxazol-2(3H)-one C1(=CCCC1)C=1C=C2C(N(C(C2=CC1)=O)CC1=CC2=C(NC(O2)=O)C=C1)C